C1=CC=CC=2C3=CC=CC=C3C(C12)COC(=O)N([C@H](C(=O)O)CC1=CC=C(C=C1)F)C (2S)-2-[9H-fluoren-9-ylmethoxycarbonyl(methyl)amino]-3-(4-fluorophenyl)propanoic acid